C(C=C)[C@@H]1C(N([C@@H]([C@H](C1)C1=CC(=CC=C1)Cl)C1=CC=C(C=C1)Cl)[C@H](C(=O)OCC)CC)=O (S)-ethyl 2-((3S,5R,6S)-3-allyl-5-(3-chlorophenyl)-6-(4-chlorophenyl)-2-oxopiperidin-1-yl)butanoate